C(C)(C)(C)OC(=O)N1C(OC[C@H]1[C@@H](CCCCO)O[Si](C)(C)C(C)(C)C)(C)C.CC1=C(C(=C(C(=C1CC1=CC(=C(C(=C1)C(C)(C)C)O)C(C)(C)C)C)CC1=CC(=C(C(=C1)C(C)(C)C)O)C(C)(C)C)C)CC1=CC(=C(C(=C1)C(C)(C)C)O)C(C)(C)C 1,3,5-trimethyl-2,4,6-tris-(4-hydroxy-3,5-di-tert-butylbenzyl)benzene tert-butyl-(4S)-4-[(1R)-1-[tert-butyl(dimethyl)silyl]oxy-5-hydroxy-pentyl]-2,2-dimethyl-oxazolidine-3-carboxylate